C(=CCCCCCCCCCCCCCCCC)OC[C@@H](OC=CCCCCCCCCCCCCCCCC)CO 1,2-di-O-octadecenyl-sn-glycerol